C(C)OC(=O)C=1N=C(SC1NC1=NN(C=C1Br)C)I.COC1=NC(=NC(=N1)C)NC(=O)C1=C(C=CC=C1)S(=O)(=O)N ((4-methoxy-6-methyl-1,3,5-triazine-2-yl)aminocarbonyl)benzenesulfonamide Ethyl-5-((4-bromo-1-methyl-1H-pyrazol-3-yl)amino)-2-iodothiazole-4-carboxylate